C(#N)[C@H](C[C@H]1C(NCC1)=O)NC([C@H](C1CC2=CC=CC=C2C1)N1C(=CC2=C(C=CC=C12)OC)C(=O)N)=O ((S)-2-[[(1S)-1-cyano-2-[(3S)-2-oxopyrrolidin-3-yl]ethyl]amino]-1-indan-2-yl-2-oxo-ethyl)-4-methoxy-1H-indole-2-carboxamide